ClC=1C(N(N=C(C1NCC1CC1)[N+](=O)[O-])C1=CC2=CN(N=C2C=C1)C)=O 4-chloro-5-((cyclopropylmethyl)amino)-2-(2-methyl-2H-indazol-5-yl)-6-nitropyridazin-3(2H)-one